COCCN1CCN(CC1)C1=CC=C(C=C1)C1=NC=2C(=NC=CC2N)N1 2-{4-[4-(2-methoxyethyl)piperazin-1-yl]phenyl}-3H-imidazo[4,5-b]pyridin-7-amine